NC1=NC=CC(=C1Cl)OC1=C(C=C(C=C1)NC1=NC=CC=C1C(=O)NC1=CC(=C(C=C1)F)F)F 2-[(4-[(2-amino-3-chloropyridin-4-yl)oxy]-3-fluorophenyl)amino]-N-(3,4-difluorophenyl)pyridine-3-carboxamide